(S)-2-((5-fluoroquinazolin-4-yl)amino)-4-((2-methoxyethyl)(4-(5,6,7,8-tetrahydro-1,8-naphthyridin-2-yl)butyl)amino)butanoic acid FC1=C2C(=NC=NC2=CC=C1)N[C@H](C(=O)O)CCN(CCCCC1=NC=2NCCCC2C=C1)CCOC